FC1=CC(=C(OCCC(=O)O)C=C1)[N+](=O)[O-] 3-(4-fluoro-2-nitrophenoxy)propionic acid